ClC1=C(OC2=C1C=CC(=C2)OC)C=O 3-CHLORO-6-METHOXY-1-BENZOFURAN-2-CARBALDEHYDE